N-[9-[(2R,4S,5R)-5-ethynyl-4-hydroxy-5-(hydroxymethyl)tetrahydrofuran-2-yl]-2-fluoro-purin-6-yl]carbamic acid tert-butyl ester C(C)(C)(C)OC(NC1=C2N=CN(C2=NC(=N1)F)[C@@H]1O[C@@]([C@H](C1)O)(CO)C#C)=O